ClC=1C=NC=C(C1NC(C1=CC(=C(C=C1)OC(F)F)OCCCCC(=O)N1CCC(CC1)C#CC1=C2CN(C(C2=CC=C1)=O)C1C(NC(CC1)=O)=O)=O)Cl N-(3,5-dichloropyridin-4-yl)-4-(difluoro-methoxy)-3-((5-(4-((2-(2,6-dioxopiperidin-3-yl)-1-oxoisoindolin-4-yl)ethynyl)-piperidin-1-yl)-5-oxopentyl)oxy)benzamide